ethyl-2-(1-ethyl-3-isobutyl-5-pyrazolylcarbonylamino)-5,5-dimethyl-3-hexenoate C(C)OC(C(C=CC(C)(C)C)NC(=O)C1=CC(=NN1CC)CC(C)C)=O